Alpha-bromo-o-chloroacetophenone BrCC(=O)C1=C(C=CC=C1)Cl